C1(CCCC1)N1C(N(C=2C1=C1C(=NC2)NC(=C1C=1C=C2C=NN(C2=CC1)C)C1CC1)C)=O 1-Cyclopentyl-7-cyclopropyl-3-methyl-8-(1-methyl-1H-indazol-5-yl)-3,6-dihydroimidazo[4,5-d]pyrrolo[2,3-b]pyridin-2(1H)-on